N(=NC(=O)C1=CC(OC)=C(O)C=C1)C(=O)C1=CC(OC)=C(O)C=C1 azovanillin